CC(C(OC1=CC=C(C=C1)S(=O)(=O)NC1=C(C(=O)NCC(=O)[O-])C=CC=C1)=O)(C)C.[Na+] sodium N-[2-[[[4-(2,2-dimethyl-1-oxopropoxy) phenyl] sulfonyl] amino] benzoyl]-(S)-glycinate